1-(6,7-dihydro-5H-pyrido[2',3':6,7]cyclohepta[1,2-c]pyridazin-3-yl)-N3-((7S)-7-amino-6,7,8,9-tetrahydro-5H-benzo[7]annulene-2-yl)-1H-1,2,4-triazole-3,5-diamine N1=NC(=CC2=C1C1=C(CCC2)N=CC=C1)N1N=C(N=C1N)NC=1C=CC2=C(CC[C@H](CC2)N)C1